4-amino-2,5,6-trichloronicotinamide NC1=C(C(=NC(=C1C(=O)N)Cl)Cl)Cl